N1C(C(C2=C1C=CC=N2)=O)=O Pyrrolo-pyridinedione